(2Z)-2-({2-fluoro-4-methyl-5-[(2,2,2-trifluoroethyl)sulfanyl]Phenyl}imino)-3-(2,2,2-trifluoroethyl)-1,3-thiazolidin-4-one FC1=C(C=C(C(=C1)C)SCC(F)(F)F)\N=C\1/SCC(N1CC(F)(F)F)=O